tert-Butyl 3-(7-(thiazol-2-yl)-4-(2,2,2-trifluoro-1-(2,2,2-trifluoroethoxy)ethyl)benzo[d]oxazol-2-yl)-3,6-diazabicyclo[3.1.1]heptane-6-carboxylate S1C(=NC=C1)C1=CC=C(C=2N=C(OC21)N2CC1N(C(C2)C1)C(=O)OC(C)(C)C)C(C(F)(F)F)OCC(F)(F)F